NC1=NC=C(C(=C1)SC1=CN=C(N=N1)N1CCC2(CC1)[C@@H](C1=CC=CC=C1C2)N)Cl (S)-1'-(6-((2-amino-5-chloropyridin-4-yl)thio)-1,2,4-triazin-3-yl)-1,3-dihydrospiro[inden-2,4'-piperidin]-1-amine